N-{(1R)-1-[3-(difluoromethyl)phenyl]ethyl}-6-[(3R)-3-(dimethylamino)pyrrolidin-1-yl]-2-methylpyrido[3,4-d]pyrimidin-4-amine FC(C=1C=C(C=CC1)[C@@H](C)NC=1C2=C(N=C(N1)C)C=NC(=C2)N2C[C@@H](CC2)N(C)C)F